ClC=1C(=NC(=CC1)N1CCN(CC1)CC(F)(F)F)N1N(C(=C(C1=O)NC(C1=CC=C(C=C1)OC(F)F)=O)C1=C(C=C(C=C1F)OC)F)C N-(2-{3-chloro-6-[4-(2,2,2-trifluoroethyl)piperazin-1-yl]pyridin-2-yl}-5-(2,6-difluoro-4-methoxyphenyl)-1-methyl-3-oxo-2,3-dihydro-1H-pyrazol-4-yl)-4-(difluoromethoxy)benzamide